OC1CC2(CCN(CC2)CC(=O)OCC)OC2=CC=CC=C12 ethyl 2-(4-hydroxyspiro[chromane-2,4'-piperidin]-1'-yl)acetate